ClCC1=NN=C(O1)C1=CC=C(N=N1)N1C=COC=C1 6-[5-(chloromethyl)-1,3,4-oxadiazol-2-yl]-3-(1,4-oxazin-4-yl)-1,2-diazine